BrC1=C(C=C(C=C1)O)C(C)=O 1-(2-bromo-5-hydroxyphenyl)ethanone